N1=CC(=CC2=CC=CC=C12)NC(=O)NCC=1SC=CC1 1-quinolin-3-yl-3-(2-thienylmethyl)urea